[Au].C(C)P(CC)CC.[Cl] chlorine (triethylphosphine) gold